(2R,6S)-2,6-dimethylpiperazine-1,4-dicarboxylic acid 1-{2-benzyl-2-azaspiro[3.3]hept-6-yl} 4-tert-butyl ester C(C)(C)(C)OC(=O)N1C[C@H](N([C@H](C1)C)C(=O)OC1CC2(CN(C2)CC2=CC=CC=C2)C1)C